ethyl 2-(2-(4,4-difluoroazepan-1-yl)-7-fluoroquinoline-3-carboxamido)oxazole-5-carboxylate FC1(CCN(CCC1)C1=NC2=CC(=CC=C2C=C1C(=O)NC=1OC(=CN1)C(=O)OCC)F)F